43,43-dimethyl-10,19,24,41-tetraoxo-3,6,12,15,42-pentaoxa-9,18,23-triazatetratetracontan-1-oic acid CC(OC(CCCCCCCCCCCCCCCCC(NCCCC(NCCOCCOCC(NCCOCCOCC(=O)O)=O)=O)=O)=O)(C)C